COC1=CC=C(CN(S(=O)(=O)C2=C(C=C(CN3C(=C(C=C3C3=CC=C(C=C3)F)C(=O)[O-])CC3CC3)C=C2)F)CC2=CC=C(C=C2)OC)C=C1 1-(4-(N,N-bis(4-methoxybenzyl) sulfamoyl)-3-fluorobenzyl)-2-(cyclopropylmethyl)-5-(4-fluorophenyl)-1H-pyrrole-3-carboxylate